isopropyl-2,6-diaminohexanoic acid C(C)(C)C(C(=O)O)(CCCCN)N